F[C@@]1(O[C@H]([C@@H]2OC(O[C@@H]21)(C)C)N2C(NC(C=C2)=O)=O)CO 1-[(3aS,4S,6R,6aR)-4-fluoro-4-(hydroxymethyl)-2,2-dimethyl-6,6a-dihydro-3aH-furo[3,4-d][1,3]dioxol-6-yl]pyrimidine-2,4-dione